FC(C1=CC=C(C=C1)[B-](C1=CC=C(C=C1)C(F)(F)F)(C1=CC=C(C=C1)C(F)(F)F)C1=CC=C(C=C1)C(F)(F)F)(F)F.C(CCC)[NH+](CCCC)CCCC tributylammonium tetrakis(p-trifluoromethylphenyl)borate